Cl.Cl.NC1(CCN(CC1)C1=NC2=CC=C(C=C2C(=N1)NC1=NNC(=C1F)C1CC1)C(=O)N(C)C)C 2-(4-amino-4-methylpiperidin-1-yl)-4-((5-cyclopropyl-4-fluoro-1H-pyrazol-3-yl)amino)-N,N-dimethylquinazoline-6-carboxamide dihydrochloride